FC=1C=C(C=C2C(=CC(=NC12)C)[C@@H](CC)NC(OC(C)(C)C)=O)C1=NC(=NC=C1F)NC1CCN(CC1)S(=O)(=O)C |r| (±)-Tert-butyl (1-(8-fluoro-6-(5-fluoro-2-((1-(methylsulfonyl)piperidin-4-yl)amino)pyrimidin-4-yl)-2-methylquinolin-4-yl)propyl)carbamate